2-(Methoxymethyl)-N7-[(4S)-7-fluorochroman-4-yl]pyrazolo[1,5-a]pyrimidine-3,7-dicarboxamide COCC1=NN2C(N=CC=C2C(=O)N[C@H]2CCOC3=CC(=CC=C23)F)=C1C(=O)N